(1s,3s)-3-(6-methylpyrazolo[1,5-a]pyridin-7-yl)cyclobutan-1-ol CC=1C=CC=2N(C1C1CC(C1)O)N=CC2